C1(=CC=CC=C1)CCCCCCCCCCS 10-phenyl-decanethiol